tert-butyl ((S)-1-((S)-7-hydroxy-3-(((R)-1,2,3,4-tetrahydronaphthalen-1-yl)carbamoyl)-3,4-dihydroisoquinolin-2(1H)-yl)-3,3-dimethyl-1-oxobutan-2-yl)carbamate OC1=CC=C2C[C@H](N(CC2=C1)C([C@H](C(C)(C)C)NC(OC(C)(C)C)=O)=O)C(N[C@@H]1CCCC2=CC=CC=C12)=O